O=C1NC(CCC1N1C(C2=CC=C(C=C2C1)O[C@@H]1[C@H](CCCC1)N1CC(C1)C1CCN(CC1)C(=O)C1(CCC1)C#N)=O)=O 1-(4-(1-((1S,2S)-2-((2-(2,6-dioxopiperidin-3-yl)-1-oxo-isoindolin-5-yl)oxy)cyclohex-yl)azetidin-3-yl)piperidine-1-carbonyl)cyclobutane-1-carbonitrile